ClC1=CC(=C(C=C1)C1CCN(CC1)C1C(NCC1)=O)F 3-(4-(4-chloro-2-fluorophenyl)piperidin-1-yl)pyrrolidin-2-one